(1R,2R)-2-fluoro-N-(7-{6-[(2S)-2-hydroxypropyl]-4-methylpyridin-3-yl}-2,6-naphthyridin-3-yl)cyclopropane-1-carboxamide F[C@H]1[C@H](C1)C(=O)NC=1N=CC2=CC(=NC=C2C1)C=1C=NC(=CC1C)C[C@H](C)O